C(CCCC)N1C(=NC=C1)I N'-pentylimidazolyl iodide